[C@H]12CN(C[C@H](CC1)N2)C2=NC(=NC1=C(C(=C(C=C21)F)C2=CC(=CC1=CC=C(C(=C21)C#C)F)O)F)OC[C@@]/2(CN(CC\C2=C/F)C)C (Ra)-4-(4-((1r,5S)-3,8-diazabicyclo[3.2.1]oct-3-yl)-6,8-difluoro-2-(((S,E)-4-(fluoromethylene)-1,3-dimethylpiperidin-3-yl)methoxy)quinazolin-7-yl)-5-ethynyl-6-fluoronaphthalen-2-ol